(2S,3R,4R)-1-acetyl-4-((5-cyanopyrimidin-2-yl)amino)-2-cyclopropyl-3-methyl-1,2,3,4-tetrahydroquinoline-6-carboxamide C(C)(=O)N1[C@H]([C@@H]([C@H](C2=CC(=CC=C12)C(=O)N)NC1=NC=C(C=N1)C#N)C)C1CC1